methyl 3-chloro-2-picolinate ClC=1C(=NC=CC1)C(=O)OC